C(CCCC)C(C(=O)OCC(COC(C(CCCCC)CCCCC)=O)(COC(CCCCCC)=O)COC(CCCCN(C)C)=O)CCCCC 2-(((5-(Dimethylamino) pentanoyl)oxy) methyl)-2-((heptanoyloxy) methyl)propane-1,3-diyl bis(2-pentylheptanoate)